CC1=C(C(=NC=C1)[N+](=O)[O-])NC1=C(C=CC(=C1)OC)Cl methyl-N-(2-chloro-5-methoxyphenyl)-2-nitropyridin-3-amine